C1(CC(CCCCCCCC)O1)=O undecane-gamma-lactone